BrC=1C=C(C=C2C(=C(C(N(C12)C)=O)C#N)N1CCC(CC1)OC1=CC=C(C=C1)OC(F)(F)F)C 8-bromo-1,6-dimethyl-2-oxo-4-{4-[4-(trifluoromethoxy)phenoxy]piperidin-1-yl}-1,2-dihydroquinoline-3-carbonitrile